C(C1=CC=CC=C1)SC1=CC2=C(NC(=NC2=O)C)C=N1 6-(benzylthio)-2-methylpyrido[3,4-d]pyrimidin-4(1H)-one